(2R,5'S)-N-(2,4-dichlorobenzyl)-5'-fluoro-4-methyl-6',7'-dihydro-5'H-spiro[morpholine-2,8'-quinoline]-5'-carboxamide ClC1=C(CNC(=O)[C@]2(C=3C=CC=NC3[C@@]3(CC2)CN(CCO3)C)F)C=CC(=C1)Cl